F[C@@H]1CN(CC1)[C@H]1COC2=CC=CC=C2[C@@H]1N (3R,4S)-3-((S)-3-fluoropyrrolidin-1-yl)chroman-4-amine